N-(2-ethylhexyl)-2-(3,4-ditetrahydropyranyloxyphenyl)-3,5,7-tritetrahydropyranyloxyquinolin-4-one C(C)C(CN1C(=C(C(C2=C(C=C(C=C12)OC1OCCCC1)OC1OCCCC1)=O)OC1OCCCC1)C1=CC(=C(C=C1)OC1OCCCC1)OC1OCCCC1)CCCC